3,5-dimethyl-pyridine nitrogen [N].CC=1C=NC=C(C1)C